methyl 2-amino-3-bromo-5-nitro-benzoate NC1=C(C(=O)OC)C=C(C=C1Br)[N+](=O)[O-]